benzyl((1S,9S)-5-chloro-9-ethyl-1-(2-hydroxyacetamido)-4-methyl-10,13-dioxo-2,3,9,10,13,15-hexahydro-1H,12H-benzo[de]pyrano[3',4':6,7]indolizino[1,2-b]quinolin-9-yl) carbonate C(O[C@@]1(C(OCC=2C(N3CC=4C(=NC=5C=C(C(=C6C5C4[C@@](CC6)(NC(CO)=O)CC6=CC=CC=C6)C)Cl)C3=CC21)=O)=O)CC)([O-])=O